2-amino-7-bromo-6-cyclopropyl-1-(3-fluoro-5-methoxy-2,6-dimethyl-phenyl)pyrrolo[3,2-c]pyridine-3-carbonitrile NC1=C(C=2C=NC(=C(C2N1C1=C(C(=CC(=C1C)OC)F)C)Br)C1CC1)C#N